I[Si](OC)(OC)OC iodotrimethoxysilane